2-(4-(difluoromethyl)piperidin-1-yl)-N-(6-(1-methyl-1H-imidazol-5-yl)isoquinolin-3-yl)acetamide FC(C1CCN(CC1)CC(=O)NC=1N=CC2=CC=C(C=C2C1)C1=CN=CN1C)F